5-{2-amino-[1,2,4]triazolo-[1,5-a]pyridin-7-yl}-2-methoxy-6-methyl-N-(3-phenylbutyl)pyridine-3-carboxamide NC1=NN2C(C=C(C=C2)C=2C=C(C(=NC2C)OC)C(=O)NCCC(C)C2=CC=CC=C2)=N1